FC1=C(C=CC(=C1)S(=O)(=O)C)NCC#CC=1N(C=2C=CC=C(C2C1)NC1CCN(CC1)C1CCN(CC1)C)CC(F)(F)F 2-{3-[(2-fluoro-4-methanesulfonyl-phenyl)amino]prop-1-yn-1-yl}-N-[1-(1-methylpiperidin-4-yl)piperidin-4-yl]-1-(2,2,2-trifluoroethyl)-1H-indol-4-amine